COS(=O)(=O)CC1CN(C1)C1=CC2=C(C=CO2)C=C1 (1-(benzofuran-6-yl)azetidin-3-yl)methanesulfonic acid methyl ester